ClCC(COC1=C(C=C(C=C1)C(C)(C)C1=CC=C(C=C1)OCC(CN1N=NC(=C1)CO)O)I)O 1-chloro-3-(4-(2-(4-(2-hydroxy-3-(4-(hydroxymethyl)-1H-1,2,3-triazol-1-yl)propoxy)phenyl)propan-2-yl)-2-iodophenoxy)propan-2-ol